C(C)(C)(C)OC(NC1CCN(CC1)C1=NC(=C(C(=C1C)CC)C#N)SC(C(=O)N)C1=CC=CC=C1)=O 1-(6-(2-amino-2-oxo-1-phenylethylthio)-5-cyano-4-ethyl-3-methylpyridin-2-yl)piperidin-4-ylcarbamic acid tert-butyl ester